5,7-dihydrospiro[cyclopenta[c]pyridine-6,4'-piperidine] N1CCC2(CC1)CC1=C(C=NC=C1)C2